N(=C=O)CCCN1CCN(CC1)CCCN=C=O 1,4-bis(3-isocyanatopropyl)piperazine